N-cyclopropyl-2-(difluoromethoxy)-4-[7-[2-(dimethylamino)-2-oxo-ethoxy]imidazo[1,2-a]pyridin-3-yl]-6-methoxy-benzamide C1(CC1)NC(C1=C(C=C(C=C1OC)C1=CN=C2N1C=CC(=C2)OCC(=O)N(C)C)OC(F)F)=O